FC1=CC=C(C=C1)N1C(=CC2=C1C=C1C=NNC1=C2)C2CCOCC2 5-(4-fluorophenyl)-6-tetrahydropyran-4-yl-1H-pyrrolo[2,3-f]Indazole